1,2,4-triazole-3,5-dione N1=NC(NC1=O)=O